C(C)C(/C=C/C=O)=C\C=C(\CCCC(C)C)/C 4-ethyl-7,11-dimethyl-(2E,6E,10E)-dodecatrienal